OCC[Se][Se]CCO bis(hydroxyethyl) diselenide